hexamethylnicotine tartrate dihydrate O.O.C(=O)(O)C(O)C(O)C(=O)O.CCN1C(C=2C(=C(C(=NC2C)C)C)C)(CCC1)C